[Br-].[K+] potassium monobromide